Cl.C(C)(C)N(CCNC(=O)C1=C(N=C(S1)C1=CC(=C(C=C1)OCC(C)C)C#N)C)C(C)C N-(2-(diisopropylamino)ethyl)-2-(3-cyano-4-isobutoxyphenyl)-4-methylthiazole-5-carboxamide hydrochloride